COC1=C(C=C(C(=O)NC(C)C2=CC=CC=C2)C=C1)C 4-methoxy-3-methyl-N-(1-phenylethyl)benzamide